Decylresorcinol CCCCCCCCCCC1=C(C=CC=C1O)O